[Br-].[Br-].C=CCCCCCCCC decene dibromide